C(C1=CC=CC=C1)OC1=NC(=CC=C1C1=CC=C(OCCO)C=C1)OCC1=CC=CC=C1 2-[4-(2,6-dibenzyloxy-3-pyridyl)phenoxy]ethanol